NC1CCN(CC1)C(=O)C1=CC=CC=C1 (4-aminopiperidin-1-yl)(phenyl)methanone